CN(C=1C2=C(N=CN1)N(C(=C2)C2=CC=C(C=C2)CO)COCC[Si](C)(C)C)CC2=NC(=CC=C2)C (4-(4-(Methyl((6-methylpyridin-2-yl)methyl)amino)-7-((2-(trimethylsilyl)ethoxy)methyl)-7H-pyrrolo[2,3-d]pyrimidin-6-yl)phenyl)methanol